dimethyl-1,8-naphthalenediamine CC=1C(=C(C2=C(C=CC=C2C1)N)N)C